2-hydroxyisobutyric acid (2-hydroxyisobutyrate) OC(C(=O)O)(C)C.OC(C(=O)O)(C)C